(6-methyl-1,6-diazaspiro[3.3]hept-1-yl)methanone CN1CC2(CCN2C=O)C1